COC(CCC(=O)C=1SC=C(C1)C1=CN(C2=CC(=CC=C12)Cl)C(=O)OC(C)(C)C)=O 4-(4-(6-chloro-1-Boc-1H-indol-3-yl)thiophen-2-yl)-4-oxobutyric acid methyl ester